9,10-bis(2-methylbenzoxy)anthracene CC1=C(COC=2C3=CC=CC=C3C(=C3C=CC=CC23)OCC2=C(C=CC=C2)C)C=CC=C1